[Na+].[O-]P([O-])(=O)OP(=O)([O-])[O-].[Fe+2].[Na+] sodium iron pyrophosphate sodium